N1(N=NC=C1)C1CCN(CC1)C1=C(C#N)C=CC=C1C=1C=NC(=CC1)F 2-(4-(1H-1,2,3-triazol-1-yl)piperidin-1-yl)-3-(6-fluoropyridin-3-yl)benzonitrile